2,5-di-t-butyl-4-methylphenol C(C)(C)(C)C1=C(C=C(C(=C1)C)C(C)(C)C)O